1-cyclopentyl-3-methyl-6-((2-methyl-5-(methylsulfonyl)phenyl)amino)-1,3-dihydro-2H-imidazo[4,5-c]pyridin-2-one C1(CCCC1)N1C(N(C=2C=NC(=CC21)NC2=C(C=CC(=C2)S(=O)(=O)C)C)C)=O